C1(=C(C=CC=C1)C1=C(C=CC(=N1)NS(=O)(=O)C1=CC=CC(=N1)NC1CC(CC1)C(=O)O)C(F)(F)F)C 3-((6-(N-(6-(o-tolyl)-5-(trifluoromethyl)pyridin-2-yl)sulfamoyl)pyridin-2-yl)amino)cyclopentanecarboxylic acid